6-(6-(1-(8-Cyclobutyl-8-azabicyclo[3.2.1]octan-3-yl)piperidin-4-yl)-1,4-dimethyl-1H-benzo[d]imidazol-2-yl)-8-methoxy-[1,2,4]triazolo[1,5-a]pyridin C1(CCC1)N1C2CC(CC1CC2)N2CCC(CC2)C=2C=C(C1=C(N(C(=N1)C=1C=C(C=3N(C1)N=CN3)OC)C)C2)C